N2-(2-(1H-1,2,4-triazol-1-yl)ethyl)-4'-chloro-N4-(4-fluorophenyl)-[1,1'-biphenyl]-2,4-diamine N1(N=CN=C1)CCNC=1C(=CC=C(C1)NC1=CC=C(C=C1)F)C1=CC=C(C=C1)Cl